NC1=C(C=C(C=C1C(F)(F)F)CO)NC(=O)C1=NC(=CC(=C1)C1=C(C=C(C=C1)F)C1=NN=CN1C)C1CC1 N-[2-amino-5-(hydroxymethyl)-3-(trifluoromethyl)phenyl]-6-cyclopropyl-4-[4-fluoro-2-(4-methyl-1,2,4-triazol-3-yl)phenyl]pyridine-2-carboxamide